C(C)(=O)C=1NC2=CC=C(C=C2C1C=1N=NN(C1)CC1CCN(CC1)CCNS(=O)(=O)C1=CC(=C(C=C1)C1=C(C=CC=C1OC)OC)F)F N-(2-(4-((4-(2-acetyl-5-fluoro-1H-indol-3-yl)-1H-1,2,3-triazol-1-yl)methyl)piperidin-1-yl)ethyl)-2-fluoro-2',6'-dimethoxy-[1,1'-biphenyl]-4-sulfonamide